trans-(4-((4-(4-amino-2-fluorophenyl)piperidin-1-yl)methyl)cyclohexyl)methyl 4-((4-([1,1'-biphenyl]-3-yl)-5-fluoropyrimidin-2-yl)amino)piperidine-1-carboxylate C1(=CC(=CC=C1)C1=NC(=NC=C1F)NC1CCN(CC1)C(=O)OC[C@@H]1CC[C@H](CC1)CN1CCC(CC1)C1=C(C=C(C=C1)N)F)C1=CC=CC=C1